CN1C(C2=C(C=C1)C(=CN2S(=O)(=O)C2=CC=C(C)C=C2)C2=CC(=CC=C2)CN2CCC1(CCCO1)CC2)=O 6-Methyl-3-(3-(1-oxa-8-azaspiro[4.5]dec-8-ylmethyl)phenyl)-1-tosyl-1H-pyrrolo[2,3-c]pyridin-7(6H)-one